NC=1C2=C(N=CN1)N(C=C2C#CC2=C(C=CC=C2SC)F)[C@H]2[C@@H]([C@@H]([C@H](C2)CNS(N)(=O)=O)O)O 4-amino-7-[(1R,2S,3R,4R)-2,3-dihydroxy-4-[(sulfamoylamino)methyl]cyclopentyl]-5-[2-(2-fluoro-6-methylsulfanyl-phenyl)ethynyl]pyrrolo[2,3-d]pyrimidine